C(C)(C)(C)SSCC1=CC=C(C=C1)C(F)(F)F 1-(tert-butyl)-2-(4-trifluoromethylbenzyl)disulfane